COC1=CC=C(C=C1)CN1C(C2=CC(=CC=C2C1)NC=1N(N=C(C1)[C@@H]1C[C@@H](CC1)O[Si](C1=CC=CC=C1)(C1=CC=CC=C1)C(C)(C)C)C(C)(C)C)=O 2-[(4-methoxyphenyl)methyl]-6-{[2-(2-methylprop-2-yl)-5-[(1S,3R)-3-{[(2-methylprop-2-yl)diphenylsilyl]oxy}cyclopentyl]pyrazol-3-yl]amino}-2,3-dihydro-1H-isoindol-1-one